1-(N-(4-methyl-3,4-dihydro-2H-benzo[b][1,4]oxazin-6-yl)propiolamido)cyclopentane-1-carboxamide CN1C2=C(OCC1)C=CC(=C2)N(C(C#C)=O)C2(CCCC2)C(=O)N